NCCOCCOCCC(=O)NC1=C(C(=O)NC=2N=NC(=CC2)OC)C=CC(=C1)NC 2-(3-(2-(2-aminoethoxy)ethoxy)propionylamino)-N-(6-methoxypyridazin-3-yl)-4-(methylamino)benzamide